8-phenoxycarbonylmethyl-tetracyclo[4.4.0.12,5.17,10]-3-dodecene O(C1=CC=CC=C1)C(=O)CC1C2C3C4C=CC(C3C(C1)C2)C4